C1(CC1)CNC1=NC(=CC2=C1N=C(N=C2)N[C@H]2[C@H](CN(C2)C2COC2)NC(C=C)=O)C2=C(C(=CC(=C2Cl)OC)OC)Cl N-((3S,4R)-4-((8-((cyclopropylmethyl)amino)-6-(2,6-dichloro-3,5-dimethoxyphenyl)pyrido[3,4-d]pyrimidin-2-yl)amino)-1-(oxetan-3-yl)pyrrolidin-3-yl)acrylamide